(E)-3-(3-bromophenyl)acryloyl chloride BrC=1C=C(C=CC1)/C=C/C(=O)Cl